[B].[Zn].[K].[Mg].[Ca] calcium magnesium potassium zinc boron